P(=O)([O-])([O-])[O-].S(=O)(=O)([O-])[O-].[Na+].[Ca+2].[Zn+2] zinc calcium sodium sulfate phosphate